C(=O)(OC(C)(C)C)N1CC(CCC1)C(=O)O N-Bocpiperidine-3-carboxylic acid